C(C)C1(COC1)COCC1=CC=CC=C1 1-(3-ethyl-3-oxetanylmethoxylmethyl)-benzene